N4-((1r,4S)-4-(5-(6-(3-cyanopyrrolo[1,2-b]pyridazin-7-yl)-4-(methylamino)pyridin-3-yl)-1,3,4-thiadiazol-2-yl)cyclohexyl)succinamide C(#N)C1=CC=2N(N=C1)C(=CC2)C2=CC(=C(C=N2)C2=NN=C(S2)C2CCC(CC2)NC(CCC(=O)N)=O)NC